S(N)(=O)(=O)C1=NC=CC(=C1)C1=C(C(=NC=C1C(F)(F)F)N1CCC(CC1)OC1=CC(=CC=C1)C(F)(F)F)C(=O)N (2-sulfamoyl-4-pyridyl)-5-(trifluoromethyl)-2-[4-[3-(trifluoromethyl)phenoxy]-1-piperidinyl]pyridine-3-carboxamide